C1(CC1)C1=CC(=CC(=N1)C=1OC2=C(N1)C=C(C(=C2F)F)CN(C)C)C2=C(C=C(C=C2)F)C2=NN=CN2C [(2-{6-cyclopropyl-4-[4-fluoro-2-(4-methyl-1,2,4-triazol-3-yl)phenyl]pyridin-2-yl}-6,7-difluoro-1,3-benzoxazol-5-yl)methyl]dimethylamine